FC(C(=O)O)(F)F.NC1=NN2C(N=CC=C2)=C1C(=O)NC(C)C=1C=C(C=2N(C1C1=CC=CC=C1)C(=NC2C#N)C)Cl 2-Amino-N-[1-(8-chloro-1-cyano-3-methyl-5-phenylimidazo[1,5-a]pyridin-6-yl)ethyl]pyrazolo[1,5-a]pyrimidine-3-carboxamide trifluoroacetate salt